2-benzyloxy-4-bromo-1-nitrobenzene C(C1=CC=CC=C1)OC1=C(C=CC(=C1)Br)[N+](=O)[O-]